lanthanum hydroxide, sodium salt [Na+].[OH-].[La+3].[OH-].[OH-].[OH-]